FC=1C=C2C(=CC(=NC2=CC1)C(F)(F)F)N[C@@H]1C[C@@H](CCC1)NC(C1=C(C=CC=C1)C)=O N-[(1R,3S)-3-{[6-fluoro-2-(trifluoromethyl)quinolin-4-yl]amino}cyclohexyl]-2-methylbenzamide